5-(4-((2-aminopyridin-4-yl)methyl)piperazin-1-yl)-N,6-dimethylpicolinamide NC1=NC=CC(=C1)CN1CCN(CC1)C=1C=CC(=NC1C)C(=O)NC